1,8-dihydroxy-bicyclo[7.3.1]tridecane-4,9-diene-2,6-diyn-13-one OC12C#CC=CC#CC(C(=CCC1)C2=O)O